5,6-dimethyl-2,3-pyrazinedicarboxylate CC=1N=C(C(=NC1C)C(=O)[O-])C(=O)[O-]